1-Isopropyl-3,5-bis(2-methylbenzylidene)piperidin-4-one C(C)(C)N1CC(C(C(C1)=CC1=C(C=CC=C1)C)=O)=CC1=C(C=CC=C1)C